OC1C(OC(C1O)CO)OC1=C(C=C(C=C1)/C=C/C(=O)C1=CC=CC=C1)O (E)-3-[4-[3,4-Dihydroxy-5-(hydroxymethyl)oxolan-2-yl]oxy-3-hydroxyphenyl]-1-phenylprop-2-en-1-one